ClC1=C(C=C(OCC(=O)N[C@@H]2CN[C@H](CC2)C(=O)N2CC3=CC=C(C=C3C2)C(F)(F)F)C=C1)F 2-(4-chloro-3-fluorophenoxy)-N-[(3S,6R)-6-[5-(trifluoromethyl)-2,3-dihydro-1H-isoindole-2-carbonyl]piperidin-3-yl]acetamide